Benzyl 2-(benzyloxy)-5-isobutyryl-1-oxo-2,5-diazaspiro[3.4]octane-6-carboxylate C(C1=CC=CC=C1)ON1C(C2(C1)N(C(CC2)C(=O)OCC2=CC=CC=C2)C(C(C)C)=O)=O